(R)-1-(4-(4-((1-(3-(difluoromethyl)-2-fluorophenyl)ethyl)amino)-2-methyl-7-(methylamino)pyrido[2,3-d]pyrimidin-6-yl)piperidin-1-yl)ethan-1-one FC(C=1C(=C(C=CC1)[C@@H](C)NC=1C2=C(N=C(N1)C)N=C(C(=C2)C2CCN(CC2)C(C)=O)NC)F)F